OC1=C(C=CC(=C1OCOC)OCOC)C(C)=O 1-(2-hydroxy-3,4-bis(methoxymethoxy)phenyl)ethan-1-one